C1(=CC=CC=C1)N1C2=CC=CC=C2C2=CC=C3C(=C12)C1=CC=CC=C1N3 5,12-dihydro-12-phenylindolo[3,2-a]carbazole